CN(CCNCCN)C dimethyl-diethylene-tri-amine